1-(3-(3-chloro-2-fluorophenyl)oxetan-3-yl)-4-((3-fluoro-6-((5-methyl-1H-pyrazol-3-yl)amino)pyridin-2-yl)methyl)piperidine-4-carboxylic acid ClC=1C(=C(C=CC1)C1(COC1)N1CCC(CC1)(C(=O)O)CC1=NC(=CC=C1F)NC1=NNC(=C1)C)F